OC1=C(C(=CC(=C1)C)C)C1=CC=C(N=N1)N1[C@H]2[C@@H](OCC1)C[C@@H](C2)O (4aR,6R,7aS)-4-[6-(2-hydroxy-4,6-dimethyl-phenyl)pyridazin-3-yl]-3,4a,5,6,7,7a-hexahydro-2H-cyclopenta[b][1,4]oxazin-6-ol